C(C)NS(=O)(=O)C1=C(C=CC(=C1)NC=1N=CN(C1)C(C)C)C1=CN=C(S1)[C@@H]1CC[C@H](CC1)NC(OC(C)C)=O isopropyl trans-N-[4-[5-[2-(ethylsulfamoyl)-4-[(1-isopropyl-1H-imidazol-4-yl)amino]phenyl]thiazol-2-yl]cyclohexyl]carbamate